methyl 2-benzyl-5-hydroxy-1-methyl-6-oxo-1,6-dihydropyrimidine-4-carboxylate C(C1=CC=CC=C1)C=1N(C(C(=C(N1)C(=O)OC)O)=O)C